3,4-dihydroxyphenyl propionate (3,4-Dihydroxyphenylpropanoate) OC=1C=C(C=CC1O)C(C(=O)O)C.C(CC)(=O)OC1=CC(=C(C=C1)O)O